C1=CC(=CC2=NC3=CC=CC=C3C=C12)C=1OC(=CN1)C(=O)NCC1=NC=CC=C1F 2-(acridin-3-yl)-N-[(3-fluoropyridin-2-yl)methyl]-1,3-oxazole-5-carboxamide